methyl (3-((1-(3-(bis(methyl-d3)carbamoyl)-7-methyl-4-(methyl-d3)-5-oxo-4,5-dihydroimidazo[1,5-a]quinazolin-9-yl)ethyl-1-d)amino)-6-chloropyridin-2-yl)carbamate C([2H])([2H])([2H])N(C(=O)C=1N=CN2C1N(C(C1=CC(=CC(=C21)C(C)([2H])NC=2C(=NC(=CC2)Cl)NC(OC)=O)C)=O)C([2H])([2H])[2H])C([2H])([2H])[2H]